BrC1=CC=C(OCCN2N=NC(=C2)[Si](C)(C)C)C=C1 1-(2-(4-bromophenoxy)ethyl)-4-(trimethylsilanyl)-1H-1,2,3-triazole